(2-(3-bromo-1-(3-chloropyridin-2-yl)-1H-pyrazole-5-carboxamido)-5-chloro-3-methylbenzoyl)-2-chlorophenylalanine BrC1=NN(C(=C1)C(=O)NC1=C(C(=O)N[C@@H](CC2=C(C=CC=C2)Cl)C(=O)O)C=C(C=C1C)Cl)C1=NC=CC=C1Cl